FC1(CN(C1)C=1C=C(C=CC1)C(C(=O)NC=1SC(=NN1)N[C@H]1CN(CC1)C=1N=NC(=CC1)F)OC)F 2-[3-(3,3-difluoroazetidin-1-yl)phenyl]-N-[5-[[(3R)-1-(6-fluoropyridazin-3-yl)pyrrolidin-3-yl]amino]-1,3,4-thiadiazol-2-yl]-2-methoxy-acetamide